C(C)(=O)O[C@@H](C(=O)O)[C@H]([C@@H]([C@@H](COC(C)=O)O)OC(C)=O)OC(C)=O (2r,3s,4r,5r)-2,3,4,6-tetraacetoxy-5-hydroxycaproic acid